BrC=1SC2=C(N1)CN(C2)C2=NC(=NC(=C2CO)Cl)C2CC2 (4-(2-bromo-4,6-dihydro-5H-pyrrolo[3,4-d]thiazol-5-yl)-6-chloro-2-cyclopropylpyrimidin-5-yl)methanol